rac-(2S,4R)-4-(ethyl-2,2,2-d3)-2-phenylpiperidine hydrochloride Cl.C(C([2H])([2H])[2H])[C@H]1C[C@H](NCC1)C1=CC=CC=C1 |r|